C(C1=CC=CC=C1)NC(N(C1=NC=C(C=C1)C=1C=NN(C1)C)[C@@H]1CC[C@H](CC1)NC1=NC=C(C(=N1)C1=CC(=NN1)C)C#N)=O 3-benzyl-1-(trans-4-((5-cyano-4-(3-methyl-1H-pyrazol-5-yl)pyrimidin-2-yl)amino)-cyclohexyl)-1-(5-(1-methyl-1H-pyrazol-4-yl)pyridin-2-yl)urea